2'-O-acetyl-5-hydroxymethyluridine triphosphate P(O)(=O)(OP(=O)(O)OP(=O)(O)O)OC[C@@H]1[C@H]([C@H]([C@@H](O1)N1C(=O)NC(=O)C(=C1)CO)OC(C)=O)O